3β-Acetoxy-19-hydroxy-stigmastA-5-en C(C)(=O)O[C@@H]1CC2=CC[C@H]3[C@@H]4CC[C@H]([C@@H](CC[C@@H](CC)C(C)C)C)[C@]4(CC[C@@H]3[C@]2(CC1)CO)C